DL-3-hydroxy-4,4-dimethyloxolan-2-one O[C@H]1C(OCC1(C)C)=O |r|